S(=O)(=O)(O)OC1=CC=C(/C=C/C2=CC(O)=CC(O)=C2)C=C1 Trans-resveratrol 4'-sulfate